1,1,1,2,2,3,3-heptafluoro-3-[(trifluorovinyl)oxy]propane FC(C(C(OC(=C(F)F)F)(F)F)(F)F)(F)F